N-allylnicotinamide C(C=C)NC(C1=CN=CC=C1)=O